C1(CC1)C([C@@H](C(=O)NC=1C=NN(C1)C(C)C=1C(=NC=C(C1)C(F)(F)F)OC)NC(OC(C)(C)C)=O)C1CC1 tert-butyl N-[(1S)-1-(dicyclopropylmethyl)-2-[[1-[1-[2-methoxy-5-(trifluoromethyl)-3-pyridyl]ethyl]pyrazol-4-yl]amino]-2-oxo-ethyl]carbamate